ethyl-5-(2-(6-morpholinopyridin-3-yl)phenyl)pyridin-2-amine C(C)C=1C(=NC=C(C1)C1=C(C=CC=C1)C=1C=NC(=CC1)N1CCOCC1)N